(3R)-1-[7-(8-ethyl-7-fluoro-3-hydroxynaphthalen-1-yl)-8-fluoro-2-{[(2R,7aS)-2-fluorotetrahydro-1H-pyrrolizin-7a(5H)-yl]methoxy}pyrido[4,3-d]pyrimidin-4-yl]-3-methylpiperidin-3-ol C(C)C=1C(=CC=C2C=C(C=C(C12)C1=C(C=2N=C(N=C(C2C=N1)N1C[C@@](CCC1)(O)C)OC[C@]12CCCN2C[C@@H](C1)F)F)O)F